3-(6-amino-5-carbamoyl-4'-sulfamoyl-[1,1'-biphenyl]-3-yl)prop-2-yn-1-yl-2-chlorobenzoic acid NC1=C(C=C(C=C1C1=CC=C(C=C1)S(N)(=O)=O)C#CCC=1C(=C(C(=O)O)C=CC1)Cl)C(N)=O